methyl 5-((tert-butoxycarbonyl)amino)-3-(2-methoxyethyl)-1,3-dimethyl-2-oxoindoline-6-carboxylate C(C)(C)(C)OC(=O)NC=1C=C2C(C(N(C2=CC1C(=O)OC)C)=O)(C)CCOC